O=C(CC(=O)OCC)NC=1SC=CN1 ethyl 3-oxo-3-(thiazol-2-ylamino)propanoate